methyl L-phenylalaninate L-tartaric acid salt C([C@H](O)[C@@H](O)C(=O)O)(=O)O.N[C@@H](CC1=CC=CC=C1)C(=O)OC